3-Methyl-5-(N-phenylethyl-N-phenylsulfamoyl)benzofuran-2-carboxylic acid CC1=C(OC2=C1C=C(C=C2)S(N(C2=CC=CC=C2)CCC2=CC=CC=C2)(=O)=O)C(=O)O